N-(2-(5-chloro-2-(cyclopropanesulfonylamino)thiazol-4-yl)propan-2-yl)-2-methyl-4-(6-(trifluoromethyl)pyrazin-2-yl)benzamide ClC1=C(N=C(S1)NS(=O)(=O)C1CC1)C(C)(C)NC(C1=C(C=C(C=C1)C1=NC(=CN=C1)C(F)(F)F)C)=O